C(C)(=O)ON=C(C(=O)C1=CC=C(C=C1)SC1=CC=CC=C1)CC1CCCCC1 N-acetoxy-1-(4-phenylsulfanylphenyl)-3-cyclohexylpropan-1-one-2-imine